4-(((benzyloxy)carbonyl)amino)-10-chloro-6-methyl-5-oxo-3,4,5,6-tetrahydrobenzo[b][1,4]diazocin C(C1=CC=CC=C1)OC(=O)NC1C(N(C2=C(N=CC1)C(=CC=C2)Cl)C)=O